Methyl 2-([5-(3-cyclobutoxyphenyl)-1-(1-methyl-1H-indazol-7-yl)-1H-pyrazol-3-yl]methoxy)-2-methylpropanoate C1(CCC1)OC=1C=C(C=CC1)C1=CC(=NN1C=1C=CC=C2C=NN(C12)C)COC(C(=O)OC)(C)C